CC1=CC(=C(C=C1)N(CC(=O)OCOC(=O)C)CC(=O)OCOC(=O)C)OCCOC2=C(C=CC(=C2)C3=C4C=C5CCC[N+]6=C5C(=C4OC7=C3C=C8CCCN9C8=C7CCC9)CCC6)N(CC(=O)OCOC(=O)C)CC(=O)OCOC(=O)C.[Br-] The molecule is a fluorescent dye having an absorption wavelength of 580 nm and an emission wavelength of 601 nm, derived from a xanthene-based heteroheptacycle. It has a role as a fluorochrome. It is an organic bromide salt and an organic heteroheptacyclic compound. It contains a X-rhod-1(1+). It derives from a hydride of a 2,3,6,7,12,13,16,17-octahydropyrido[3,2,1-ij]quinolizino[1',9':6,7,8]chromeno[2,3-f]quinolin-18-ium.